C1(\C=C/CC)C(=O)OC1=O cis-2-pentene-1,1-dicarboxylic acid anhydride